5-{4-[2-(benzofuran-2-yl)vinyl]phenyl}-1,2,3-triazole-4-carbonitrile O1C(=CC2=C1C=CC=C2)C=CC2=CC=C(C=C2)C2=C(N=NN2)C#N